O.C(C(=O)[O-])(=O)[O-].[Fe+2] iron(II) oxalate hydrate